C(C)(C)(C)OC(N(C)[C@H](C(=O)N[C@H](C(=O)N1CCN(CC1)C(=O)C=1NC2=CC=C(C=C2C1)F)C1CCCCC1)C)=O ((S)-1-(((S)-1-cyclohexyl-2-(4-(5-fluoro-1H-indole-2-carbonyl)piperazin-1-yl)-2-oxoethyl)amino)-1-oxopropan-2-yl)(methyl)carbamic acid tert-butyl ester